C(C)(=O)OC(C=C(F)F)CCCN1C(SCC1=O)=O 6-(2,4-Dioxothiazolidin-3-yl)-1,1-difluorohex-1-en-3-yl acetate